(S)-1-benzyl-3-methyl-N-(5-methyl-4-oxo-2,3,4,5-tetrahydrobenzo[b][1,4]oxazepin-3-yl)-1H-pyrazole-5-carboxamide C(C1=CC=CC=C1)N1N=C(C=C1C(=O)N[C@@H]1C(N(C2=C(OC1)C=CC=C2)C)=O)C